Scandium(III) oxalate C(C(=O)[O-])(=O)[O-].[Sc+3].C(C(=O)[O-])(=O)[O-].C(C(=O)[O-])(=O)[O-].[Sc+3]